FC=1C=C(C=C(C1OC1=CC=NC2=CC(=C(C=C12)OC)OCCNC)F)NC(=O)C=1C=NC=CC1OC[C@@H](C)F (R)-N-(3,5-difluoro-4-((6-methoxy-7-(2-(methylamino)ethoxy)quinolin-4-yl)oxy)phenyl)-4-(2-fluoropropoxy)pyridine-3-carboxamide